tert-butyl 4-chloro-3-iodo-1H-pyrrolo[3,2-c]pyridine-1-carboxylate ClC1=NC=CC2=C1C(=CN2C(=O)OC(C)(C)C)I